CC(C[C@@H](C(=O)N[C@H](C(=O)OC)C[C@H]1C(NCCC1)=O)NC([C@H](CC1=CC=CC2=CC=CC=C12)NC(=O)C=1SC=CC1C)=O)C Methyl (S)-2-((S)-4-methyl-2-((S)-2-(3-methylthiophene-2-carboxamido)-3-(naphthalen-1-yl)propanamido)pentanamido)-3-((S)-2-oxopiperidin-3-yl)propanoate